Cl.FC(C1=NC=CC(=C1)N1C[C@@H](CC1)C(=O)N1CC=2C(=C3CCNCC3=C(N2)C)C1)F [1-(2-Difluoromethyl-pyridin-4-yl)-pyrrolidin-3(R)-yl]-(5-methyl-1,3,6,7,8,9-hexahydro-2,4,7-triaza-cyclopenta[a]naphthalen-2-yl)-methanone hydrochloride